[C].[Li].[Al].[Na] sodium aluminum lithium carbon